6-(2,6-difluoro-4-(2-(methyl-d3)-7-((tetrahydrofuran-3-yl)oxy)-2H-indazol-4-yl)benzyl)-6,7-dihydro-5H-pyrrolo[3,4-b]pyridin-5-one-7,7-d2 FC1=C(CN2C(C3=NC=CC=C3C2=O)([2H])[2H])C(=CC(=C1)C=1C2=CN(N=C2C(=CC1)OC1COCC1)C([2H])([2H])[2H])F